O(C1=CC=CC=C1)[C@@H]1[C@@H]([C@@]2([C@@H](CNC2)C1)O)O (3aS,4S,5S,6aR)-5-Phenoxyhexahydrocyclopenta[c]pyrrole-3a,4(1H)-diol